FC1=C(C=C(C=C1)F)[C@@H]1N(CCC1)C1=CC=NN1 5-[(2R)-2-(2,5-Difluorophenyl)-1-pyrrolidinyl]-pyrazole